2-cyano-2,2-dimethylacetic acid C(#N)C(C(=O)O)(C)C